(2E)-N-[4-[[(3-Methoxy-2-pyrazinyl)amino]sulfonyl]phenyl]-3-(5-nitro-2-thienyl)-2-propenamid COC=1C(=NC=CN1)NS(=O)(=O)C1=CC=C(C=C1)NC(\C=C\C=1SC(=CC1)[N+](=O)[O-])=O